OC(C(=O)OCCCC)CCCC(=O)[O-] butyl 2-hydroxyhexanedioate